(6S)-6-[2-chloro-6-fluoro-3-(5-fluoro-2-methoxypyridine-3-sulfonamido)phenyl]-N-methyl-5H,6H,7H,8H-imidazo[1,5-a]pyridine-1-carboxamide ClC1=C(C(=CC=C1NS(=O)(=O)C=1C(=NC=C(C1)F)OC)F)[C@@H]1CCC=2N(C1)C=NC2C(=O)NC